5-bromo-4-cyclopropyloxy-6-cyclopropylpyrimidine BrC=1C(=NC=NC1C1CC1)OC1CC1